SCC1(CC1)CC(=O)O L-1-mercaptomethylcyclopropyl-acetic acid